ClC1=C(C=CC=C1Cl)C=1N=CC=C2C=C(C=NC12)C(=O)N[C@H]1CCOC2=CC=CC=C12 8-(2,3-dichlorophenyl)-N-[(4S)-3,4-dihydro-2H-chromen-4-yl]-1,7-naphthyridine-3-carboxamide